C(C1=CC=CC=C1)OC1=CC=C(CN2N=CC(=C2)B2OC(C(O2)(C)C)(C)C)C=C1 1-(4-(benzyloxy)benzyl)-4-(4,4,5,5-tetramethyl-1,3,2-dioxaborolan-2-yl)-1H-pyrazole